ClC=1C=CC(=NC1)NC(C=1N(C(=C(N1)C)I)COCC[Si](C)(C)C)C1=CC(=C(C=C1)Cl)F 5-chloro-N-((4-chloro-3-fluorophenyl)(5-iodo-4-methyl-1-((2-(trimethylsilyl)ethoxy)methyl)-1H-imidazol-2-yl)methyl)pyridin-2-amine